C(C)(C)(C)C1=C(N=CN1)\C=C/1\C(N(\C(\C(N1)=O)=C/C1=CC(=CC=C1)C(C1=CN=CC=C1)=O)CC(C(=O)OC(C)(C)C)=C)=O tert-butyl 2-(((Z)-3-((5-(tert-butyl)-1H-imidazol-4-yl)methylene)-6-((Z)-3-nicotinoylbenzylidene)-2,5-dioxopiperazin-1-yl)methyl)acrylate